Methylchlorobenzyl chloride CC(C1=CC=CC=C1)(Cl)Cl